1-(2-ethylhexyl-amino)-benzotriazole C(C)C(CNN1N=NC2=C1C=CC=C2)CCCC